Cl.Cl.N[C@H](CC1=C(C2=NC(=CC(=C2S1)NCC=1SC=CC1)Cl)C)CC 2-[(2S)-2-aminobutyl]-5-chloro-3-methyl-N-[(thiophen-2-yl)methyl]thieno[3,2-b]pyridin-7-amine dihydrochloride